N-(3-(1-benzyl-1H-indol-6-yl)-1H-pyrazol-5-yl)-4-(pyrrolidin-1-yl)benzamide C(C1=CC=CC=C1)N1C=CC2=CC=C(C=C12)C1=NNC(=C1)NC(C1=CC=C(C=C1)N1CCCC1)=O